1-methyl-3-(5-benzyloxy-2-chloro-4-pyrimidinyl)indole CN1C=C(C2=CC=CC=C12)C1=NC(=NC=C1OCC1=CC=CC=C1)Cl